4-(N-hydroxycarbamimidoyl)benzamide ONC(=N)C1=CC=C(C(=O)N)C=C1